1-ethyl-4-(2-thienylsulfonyl)piperazine C(C)N1CCN(CC1)S(=O)(=O)C=1SC=CC1